OC(CO)C1OCC(C1O)O 2-(1,2-dihydroxyethyl)tetrahydrofuran-3,4-diol